NC1=NN2C(C=C(C=C2)C=2C=C(C(=NC2)OC)C(=O)NCC2=CC(=CC=C2)OC(F)(F)F)=N1 5-{2-amino-[1,2,4]triazolo[1,5-a]pyridin-7-yl}-2-methoxy-N-{[3-(trifluoromethoxy)phenyl]methyl}pyridine-3-carboxamide